BrC=1C=CC2=C(N=C(S2)NC(COC2=C(OC3=CC=CC=C3C2=O)C2=CC=C(C=C2)C)=O)C1 N-(5-bromobenzo[d]thiazol-2-yl)-2-((4-oxo-2-(p-tolyl)-4H-chromen-3-yl)oxy)acetamide